2-(4-(trifluoromethyl)-1H-pyrazol-1-yl)-3-(5-chloropyrimidin-2-ylamino)benzonitrile FC(C=1C=NN(C1)C1=C(C#N)C=CC=C1NC1=NC=C(C=N1)Cl)(F)F